ClC1=CC=C(C=C1)C1=CC=C(C=C1)B(O)O [4'-chloro-(1,1'-biphenyl)-4-yl]boronic acid